Perfluorohexyl-sulfonyl fluoride FC(C(C(C(C(C(F)(F)F)(F)F)(F)F)(F)F)(F)F)(S(=O)(=O)F)F